C(C1=CC=CC=C1)OC1=CC(=NC(=C1)CCCCCCCCC)OC 4-(benzyloxy)-2-methoxy-6-nonylpyridine